C(C1=CC=CC=C1)(C1=CC=CC=C1)C1NCCC1 2-(benzhydryl)pyrrolidine